CS(=O)(=O)C1=CC=C(CNC(=O)C=2C(N(C=CC2)C2=CC(=CC=C2)C(F)(F)F)=O)C=C1 2-oxo-1-(3-trifluoromethylphenyl)-1,2-dihydro-pyridine-3-carboxylic acid 4-methanesulfonyl-benzylamide